3-(trifluoromethyl)-6,6a,7,8,9,10-hexahydro-5H-pyrazino[1,2-a][1,8]naphthyridin-5-one FC(C1=CC=2C(CC3N(C2N=C1)CCNC3)=O)(F)F